(E)-3-(1-Benzofuran-5-yl)-1-[2-[(6-ethyl-3,4,5-trimethyloxan-2-yl)methyl]-6-hydroxy-4-methylphenyl]prop-2-en-1-one O1C=CC2=C1C=CC(=C2)/C=C/C(=O)C2=C(C=C(C=C2O)C)CC2OC(C(C(C2C)C)C)CC